(R)-N-(4-((2-((5-(2-cyanopropan-2-yl)-1-(tetrahydrofuran-3-yl)-1H-pyrazol-3-yl)amino)-7-(difluoromethyl)-1-methyl-1H-imidazo[4,5-b]pyridin-6-yl)oxy)pyridin-2-yl)acetamide C(#N)C(C)(C)C1=CC(=NN1[C@H]1COCC1)NC=1N(C=2C(=NC=C(C2C(F)F)OC2=CC(=NC=C2)NC(C)=O)N1)C